N-(2-(2-ethyl-1H-imidazol-1-yl)ethyl)-2-(4-(methylcarbamoyl)phenyl)benzo[d]imidazo[2,1-b]thiazole-7-carboxamide hemiformate C(=O)O.C(C)C=1N(C=CN1)CCNC(=O)C1=CC2=C(N3C(S2)=NC(=C3)C3=CC=C(C=C3)C(NC)=O)C=C1.C(C)C=1N(C=CN1)CCNC(=O)C1=CC3=C(N2C(S3)=NC(=C2)C2=CC=C(C=C2)C(NC)=O)C=C1